bromo-4-tert-butyl-5-chloro-2-methyl-benzene BrC1=C(C=C(C(=C1)Cl)C(C)(C)C)C